FC\1CN(CC/C1=C/C(=O)OC)C(=O)OC(C)(C)C (Z)-tert-butyl 3-fluoro-4-(2-methoxy-2-oxoethylidene)piperidine-1-carboxylate